4-(4-(((3-amino-6-bromopyrazin-2-yl)oxy)methyl)pyridin-2-yl)-2-methylbut-3-yn-2-ol NC=1C(=NC(=CN1)Br)OCC1=CC(=NC=C1)C#CC(C)(O)C